(E)-8,12-dimethyl-4-methylenetridec-7,11-dienal C\C(=C/CCC(CCC=O)=C)\CCC=C(C)C